7-{4-[4-(4-Chlorophenoxy)phenyl]-5-(2,2-difluoropropyl)-6-oxo-1,4,5,6-tetrahydropyrrolo[3,4-c]pyrazol-3-yl}-5-fluoro-1,3-benzoxazol-2(3H)-one ClC1=CC=C(OC2=CC=C(C=C2)C2N(C(C=3NN=C(C32)C3=CC(=CC=2NC(OC23)=O)F)=O)CC(C)(F)F)C=C1